bromocamphoric acid BrCC1(C(=O)O)C(C)(C)C(C(=O)O)CC1